2-chloro-N,N-dimethyl-ethanamine ClCCN(C)C